N-(2-methoxy-5-(4-(trifluoromethyl)phenoxy)phenyl)tetrahydro-2H-thiopyran-4-carboxamide 1-oxide COC1=C(C=C(C=C1)OC1=CC=C(C=C1)C(F)(F)F)NC(=O)C1CCS(CC1)=O